C(#N)C1=C(C=CC=C1)C=1C=CC(=NC1)OC1C(COC1)NS(=O)(=O)C(C)C Propane-2-sulfonic acid {4-[5-(2-cyano-phenyl)-pyridin-2-yloxy]-tetrahydro-furan-3-yl}-amide